5-acetoxy-2(5H)furanone C(C)(=O)OC1C=CC(O1)=O